ClC1=CC=2C3=C(C(=NC2C(=C1C1=C2C=NNC2=CC(=C1C)Cl)F)N1CC(C1)(C)N(C)C)C=NN3[C@@H]3C[C@H](NCC3)CC#N 2-((2s,4s)-4-(8-chloro-7-(6-chloro-5-methyl-1H-indazol-4-yl)-4-(3-(dimethylamino)-3-methylazetidin-1-yl)-6-fluoro-1H-pyrazolo[4,3-c]quinolin-1-yl)piperidin-2-yl)acetonitrile